(8-(2-methylpyrazol-3-yl)-3-(1H-pyrazol-5-yl)-[1,2,4]triazolo[4,3-b]pyridazin-6-yl)morpholine CN1N=CC=C1C=1C=2N(N=C(C1)N1CCOCC1)C(=NN2)C2=CC=NN2